ClC=1N=CC=NC1 5-chloro-pyrazine